ClC1=C2C=NN(C2=C(C=C1)C(=O)NC1CC2(CCC2)C1)CC1=CC=C(C=C1)C(C)(C)C (Ra)-6-(4-chloro-1-(4-(tert-butyl)benzyl)-1H-indazole-7-carboxamido)spiro[3.3]heptane